C(C)OP(OCC)N(C(C)C)C(C)C diethyl-N,N-diisopropylphosphoramidite